trans-4,5-dichloro-2-[4-[5-(trifluoromethoxy)pyrazin-2-yl]oxycyclohexyl]pyridazin-3-one ClC=1C(N(N=CC1Cl)[C@@H]1CC[C@H](CC1)OC1=NC=C(N=C1)OC(F)(F)F)=O